(2S)-N-[(1R)-1-Phenylethyl]-2-{4'-propyl-[1,1'-biphenyl]-4-yl}-3-(4H-1,2,4-triazol-4-yl)propenamide C1(=CC=CC=C1)[C@@H](C)NC(C(=CN1C=NN=C1)C1=CC=C(C=C1)C1=CC=C(C=C1)CCC)=O